5-propyl-2',3'-dideoxycytidine C(CC)C=1C(=NC(N([C@H]2CC[C@@H](CO)O2)C1)=O)N